butanedieneNitrile C(C=C=C)#N